FC1=C(C(=CC=C1)F)C=1N=C(SC1)\C=C\C1=C(C=CC=C1)Cl (E)-4-(2,6-difluorophenyl)-2-o-chlorostyrenyl-thiazole